CC=1C(=NNC(C1C(F)(F)F)=O)COCCC(=O)O 3-[[4-methyl-6-oxo-5-(trifluoromethyl)-1H-pyridazin-3-yl]methoxy]propionic acid